N-(2,6-dioxopiperidin-3-yl)-5-(3-ethynylazetidin-1-yl)picolinamide lithium boron fluoride salt B(F)(F)F.[Li].O=C1NC(CCC1NC(C1=NC=C(C=C1)N1CC(C1)C#C)=O)=O